6'-(((1S,3S)-3-(Oxazolo[4,5-b]pyridin-2-ylamino)cyclopentyl)amino)-2H-[1,3'-bipyridin]-2-one O1C(=NC2=NC=CC=C21)N[C@@H]2C[C@H](CC2)NC2=CC=C(C=N2)N2C(C=CC=C2)=O